[Si](C)(C)(C(C)(C)C)OC=1C(=CC2=C(N=C(O2)C2CCC(CC2)CO)C1)NC(=O)C1=NC(=CC=C1)C(F)(F)F N-[5-[tert-butyl(dimethyl)silyl]oxy-2-[4-(hydroxymethyl)cyclohexyl]-1,3-benzoxazol-6-yl]-6-(trifluoromethyl)pyridine-2-carboxamide